N'-methylbutylthiourea CNC(NCCCC)=S